methyl 3-hydroxy-2-(3-iodophenyl)-2-methylpropionate OCC(C(=O)OC)(C)C1=CC(=CC=C1)I